CC1C(N=C(C1)C=1C=C2C3C=CC(C2=CC1)O3)(C(=O)O)CCCCl.C(C(CCCC)(O)O)(O)(O)O hexanepentaol methyl-2-(3-chloropropyl)-5-(1,4-dihydro-1,4-epoxynaphthalen-6-yl)-3,4-dihydro-2H-pyrrole-2-carboxylate